C1=CC(=CC=C1N=C=S)F p-fluorophenyl isothiocyanate